CC1=C(C=C(C=2CCCC12)C(=O)N)OC[C@H](C)NS(=O)(=O)C(F)(F)F 7-methyl-6-[(2S)-2-(trifluoromethylsulfonylamino)propoxy]indane-4-carboxamide